(E)-Methyl 5-methyl-3-(2-nitrovinyl)-1H-indole-6-carboxylate CC=1C=C2C(=CNC2=CC1C(=O)OC)\C=C\[N+](=O)[O-]